N-(5-(6-(2-fluoro-4-(trifluoromethyl)phenyl)-1-oxo-3,4-dihydroisoquinolin-2(1H)-yl)-2-hydroxyphenyl)methanesulfonamide FC1=C(C=CC(=C1)C(F)(F)F)C=1C=C2CCN(C(C2=CC1)=O)C=1C=CC(=C(C1)NS(=O)(=O)C)O